C(C)(C)(C)OC(=O)\N=C(\C(=O)OC)/C(F)(F)F methyl (Z)-2-((tert-butoxycarbonyl)imino)-3,3,3-trifluoropropanoate